(S)-5-(difluoromethyl)-3-((1-((2,4-dimethyl-6-oxo-1,6-dihydropyrimidin-5-yl)methyl)-4-(1-fluoroethyl)-6-oxo-1,6-dihydropyrimidin-5-yl)oxy)-2-fluorobenzonitrile FC(C=1C=C(C(=C(C#N)C1)F)OC1=C(N=CN(C1=O)CC1=C(N=C(NC1=O)C)C)[C@H](C)F)F